methyl 13-(3,5-difluorophenyl)-10-oxo-7-thia-9,12-diazatricyclo-[6.5.0.02,6]trideca-1(8),2(6),12-triene-4-carboxylate FC=1C=C(C=C(C1)F)C1=NCC(NC=2SC=3CC(CC3C12)C(=O)OC)=O